sodium ammonia sulfite S(=O)([O-])[O-].N.[Na+].[Na+]